5-[[2-[4-[3-[1-(5-chloropyrimidin-2-yl)-4-piperidinyl]propoxy]-2-fluoro-phenyl]acetyl]amino]pentanoic acid ClC=1C=NC(=NC1)N1CCC(CC1)CCCOC1=CC(=C(C=C1)CC(=O)NCCCCC(=O)O)F